(R)-3-(2-methoxypyrimidin-5-yl)-3-(3-(3-(5,6,7,8-tetrahydro-1,8-naphthyridin-2-yl)propyl)-1H-pyrazol-1-yl)propanoic acid COC1=NC=C(C=N1)[C@@H](CC(=O)O)N1N=C(C=C1)CCCC1=NC=2NCCCC2C=C1